tert-Butyl 4-(aminomethyl)-4-(5-fluoropyridin-2-yl)piperidine-1-carboxylate NCC1(CCN(CC1)C(=O)OC(C)(C)C)C1=NC=C(C=C1)F